C(C)(C)(C)OC(=O)N1C([C@@]2(C3=CC(=CC=C13)OC)[C@@H](C2)C2=CC=C1C(=NN(C1=C2)C(=O)OC(C)(C)C)NC2=NC=NC=C2C2CC2)=O (1R,2S)-2-[1-tert-Butoxycarbonyl-3-[(5-cyclopropylpyrimidin-4-yl)amino]indazol-6-yl]-5'-methoxy-2'-oxo-spiro[cyclopropane-1,3'-indoline]-1'-carboxylic acid tert-butyl ester